O[C@@H]1CC[C@H](CC1)NC1=NC(=NC=C1C=1C=NC=NC1)NC1=CC=C(C=C1)NC(CCCCCCC(=O)OC)=O methyl 8-((4-((4-(((trans)-4-hydroxycyclohexyl) amino)-[5,5'-bipyrimidin]-2-yl) amino) phenyl) amino)-8-oxooctanoate